C(C1=CC=CC=C1)C(CC(F)(F)F)(C)NC(=O)C=1C=NC2=C(C=CC=C2C1)F N-(1-benzyl-3,3,3-trifluoro-1-methylpropyl)-8-fluoroquinoline-3-carboXamide